2-Cyclobutyl-N-(4'-(5-(trifluoromethyl)-1,2,4-oxadiazol-3-yl)-[2,2'-bipyridin]-4-yl)acetamide C1(CCC1)CC(=O)NC1=CC(=NC=C1)C1=NC=CC(=C1)C1=NOC(=N1)C(F)(F)F